S(=O)(=O)=C1CC(=C(C=C1)CCCCCCC1=C(CC(C=C1)=S(=O)=O)N=[N+]=[N-])N=[N+]=[N-] 1,6-bis(4'-sulfonylazidophenyl)hexane